racemic-2-((3-chloro-4-fluorophenyl)(1-methylcyclobutoxy)methyl)-5-methyl-4-(methylsulfonyl)-1H-imidazole ClC=1C=C(C=CC1F)[C@H](C=1NC(=C(N1)S(=O)(=O)C)C)OC1(CCC1)C |r|